1-(6,7-dimethoxyquinolin-4-yl)piperidin-4-one COC=1C=C2C(=CC=NC2=CC1OC)N1CCC(CC1)=O